CC1=C(C(=O)[O-])C(=CC=C1)C 2,6-dimethylbenzoate